(4R,6S,E)-6-[2-cyclopropyl-4-(4-fluorophenyl)-3-quinolin-yl-vinyl]-4-hydroxy-3,4,5,6-tetrahydro-2H-pyran-2-one C1(CC1)C1=NC2=CC=CC=C2C(=C1/C=C/[C@@H]1C[C@H](CC(O1)=O)O)C1=CC=C(C=C1)F